3-chloro-5-(2-(4-((2-(4-(piperazin-4-ylmethyl)piperazin-1-yl)pyrimidin-4-yl)methoxy)phenyl)propan-2-yl)benzonitrile trifluoroacetate FC(C(=O)O)(F)F.ClC=1C=C(C#N)C=C(C1)C(C)(C)C1=CC=C(C=C1)OCC1=NC(=NC=C1)N1CCN(CC1)CN1CCNCC1